O=CC(CC=O)S(=O)(=O)O.C(C(C)(C)S)C(=O)O deaminopenicillamine 1,4-dioxobutane-2-sulfonate